C1=C2CC=3C(=NC=4C=CC=CC4C3)C2=CC=C1 11H-indeno[1,2-b]quinoline